4-(1,2-diazaethyl)benzonitrile N(N)C1=CC=C(C#N)C=C1